1,1'-(butane-1,4-diyl)bis[3-(4-[6-([(1s,2s)-6-chloro-4-cyano-2-(piperazin-1-yl)-2,3-dihydro-1H-inden-1-yl]oxy)-3,4-dihydroisoquinolin-2(1H)-yl]-4-oxobutyl)urea] C(CCCNC(=O)NCCCC(N1CC2=CC=C(C=C2CC1)O[C@@H]1[C@H](CC2=C(C=C(C=C12)Cl)C#N)N1CCNCC1)=O)NC(=O)NCCCC(=O)N1CC2=CC=C(C=C2CC1)O[C@@H]1[C@H](CC2=C(C=C(C=C12)Cl)C#N)N1CCNCC1